2-hydroxy-3,3-dimethylbutanolide OC1C(=O)OCC1(C)C